CC(=C(CCCC)C(=O)[O-])C(=O)[O-] hept-2-ene-2,3-dicarboxylate